4-chloro-7-(diethylamino)-6-nitro-2-oxo-2H-chromen-3-carbaldehyde ClC1=C(C(OC2=CC(=C(C=C12)[N+](=O)[O-])N(CC)CC)=O)C=O